C(C)NC(=O)C1=NC(=CC=C1)N1CCN(CCC1)C1CCNCC1 N-Ethyl-6-[4-(piperidin-4-yl)-1,4-diazepan-1-yl]pyridine-2-carboxamide